O1CCC(CC1)[C@H]1[C@@H](CN(C1)C(=O)OC(C)(C)C)C(NC1=CC(=CC=C1)C=1C=NC=CC1)=O |r| tert-Butyl (±)-trans-4-(tetrahydro-2H-pyran-4-yl)-3-{[3-(pyridin-3-yl)phenyl]carbamoyl}pyrrolidine-1-carboxylate